C(C)(C)(C)OC(NC=1C=NC(=NC1)CS(N)(=O)=O)=O (2-(sulfamoylmethyl)pyrimidin-5-yl)carbamic acid tert-butyl ester